hydroxyethyltrimethylammonium 2-ethylhexanoate C(C)C(C(=O)[O-])CCCC.OCC[N+](C)(C)C